N1CC(C1)CC1=CC(=C(C(=C1)F)C1N(C(CC2=C1NC1=CC=C(C=C21)C(=O)OC)C)CC(C)(F)F)F methyl 1-(4-(azetidin-3-ylmethyl)-2,6-difluorophenyl)-2-(2,2-difluoropropyl)-3-methyl-2,3,4,9-tetrahydro-1H-pyrido[3,4-b]indole-6-carboxylate